ClC1=NC=CC(=N1)Cl 2,4-Dichloro-pyrimidine